(3R)-3-methyl-1,2,3,4-tetrahydroisoquinoline C[C@H]1NCC2=CC=CC=C2C1